4-(4-phenylbutyl)resorcinol C1(=CC=CC=C1)CCCCC1=C(C=C(O)C=C1)O